NC1=CC=C(C=C1)N1CC2N(C(C1)C2)C(=O)OC(C)(C)C tert-butyl 3-(4-aminophenyl)-3,6-diazabicyclo[3.1.1]heptane-6-carboxylate